5-bromo-4-(trifluoromethyl)picolinonitrile BrC=1C(=CC(=NC1)C#N)C(F)(F)F